C(=O)(OC(C)(C)C)N1N=CC(=C1)C1=C(C=C2C=NN(C2=C1)C)OC1=C(C=C(C=C1)[N+](=O)[O-])F 6-(1-Boc-pyrazol-4-yl)-5-(2-fluoro-4-nitrophenoxy)-1-methyl-1H-indazole